vinyltris(i-propenoxy)silane C(=C)[Si](OC(=C)C)(OC(=C)C)OC(=C)C